6-{4-[(2-fluorophenyl)amino]-3-isopropylimidazo[4,5-c]pyridin-6-yl}-1'-(4-methylpiperidine-4-carbonyl)-1-[(1s,3s)-3-(piperidin-1-yl)cyclobutyl]spiro[indole-3,4'-piperidin]-2-one FC1=C(C=CC=C1)NC1=NC(=CC2=C1N(C=N2)C(C)C)C2=CC=C1C(=C2)N(C(C12CCN(CC2)C(=O)C2(CCNCC2)C)=O)C2CC(C2)N2CCCCC2